2-(6-chloro-3-pyridyl)-1,1,1-trifluoro-propan-2-ol ClC1=CC=C(C=N1)C(C(F)(F)F)(C)O